FC1(CC1)C1=CC(=CC(=N1)C(C)NS(=O)C(C)(C)C)[N+](=O)[O-] N-(1-(6-(1-fluorocyclopropyl)-4-nitropyridin-2-yl)ethyl)-2-methylpropan-2-sulfinamide